1,4-DIMETHYLCYCLOOCTANE CC1CCC(CCCC1)C